6-bromo-4-fluoroisoindoline BrC1=CC(=C2CNCC2=C1)F